6-methyl-N-(3-(naphthalen-1-yl)propyl)-2-(trifluoromethyl)thieno[2,3-d]pyrimidin-4-amine CC1=CC2=C(N=C(N=C2NCCCC2=CC=CC3=CC=CC=C23)C(F)(F)F)S1